ClC=1C=CC2=C(C1)OCC=1N=C(SC12)N(C1CC(NC(C1)(C)C)(C)C)CC 7-Chloro-N-ethyl-N-(2,2,6,6-tetramethylpiperidin-4-yl)-4H-chromeno[3,4-d]thiazol-2-amine